1-(4-((6-aminopyridin-3-yl)oxy)phenyl)-3-(4-chloro-3-(trifluoromethyl)phenyl)urea NC1=CC=C(C=N1)OC1=CC=C(C=C1)NC(=O)NC1=CC(=C(C=C1)Cl)C(F)(F)F